[4-(2,2-difluorocyclopropyl)phenyl]Acetic acid FC1(C(C1)C1=CC=C(C=C1)CC(=O)O)F